FC(C1=CC=C(OC2=CC=C(C(=O)NC3=CC(=NC=C3)C(=O)O)C=C2)C=C1)(F)F 4-(4-(4-(Trifluoromethyl)phenoxy)benzamido)picolinic acid